FC1(C(C1)C(=O)C=1N=C2N(N1)C(CC2F)C2=CC=CC=C2)F (2,2-difluorocyclopropyl)-(7-fluoro-5-phenyl-6,7-dihydro-5H-pyrrolo[1,2-b][1,2,4]triazol-2-yl)methanone